C(C)N(N=CC1=C(C(=CC(=C1)C#CC1=CC=C(C=C1)N1CCCC1)F)O)CC 2-((2,2-diethylhydrazono)methyl)-6-fluoro-4-((4-(pyrrolidin-1-yl)phenyl)ethynyl)phenol